4-((S)-3-((R)-3-(4-chlorophenyl)-3-(1-(trifluoromethyl)cyclopropyl)propanamido)-2-(dimethylamino)propyl)-N,3,5-trimethylbenzamide ClC1=CC=C(C=C1)[C@@H](CC(=O)NC[C@H](CC1=C(C=C(C(=O)NC)C=C1C)C)N(C)C)C1(CC1)C(F)(F)F